prop-1-ene Palladium hydroxide [Pd](O)O.C=CC